C(CCCCCCCC)N(CCN)CCCCCCCCC N1,N1-dinonylethane-1,2-diamine